C([O-])([O-])=O.[K+].ClC1=C(C=C(C(=C1)O)OCC(=C)C)CN1OCC(C1=O)(C)C.[K+] 2-[[2-chloro-4-hydroxy-5-(2-methylallyloxy)phenyl]methyl]-4,4-dimethyl-isoxazolidin-3-one Potassium carbonate